CN1CCN(CC1)CC=1C=CC2=C(N(C=N2)C2=CC(=C(S2)C(=O)N)O[C@H](C)C2=C(C=CC=C2)C(F)(F)F)C1 5-[6-[(4-methylpiperazin-1-yl)methyl]benzimidazol-1-yl]-3-[(1R)-1-[2-(trifluoromethyl)phenyl]ethoxy]thiophene-2-carboxamide